1-(4-((4-((4-fluoro-2-(2-hydroxypropan-2-yl)-5-(4-methylthiophen-2-yl)phenyl)amino)-7-methoxyquinazolin-6-yl)oxy)piperidin-1-yl)prop-2-en-1-one FC1=CC(=C(C=C1C=1SC=C(C1)C)NC1=NC=NC2=CC(=C(C=C12)OC1CCN(CC1)C(C=C)=O)OC)C(C)(C)O